(S)-3-(4-amino-6-(trifluoromethyl)pyridin-2-yl)-4-methyloxazolidin-2-one NC1=CC(=NC(=C1)C(F)(F)F)N1C(OC[C@@H]1C)=O